2-nitro-5-(oxiran-2-yl)pyridine [N+](=O)([O-])C1=NC=C(C=C1)C1OC1